carbon iron water O.[Fe].[C]